C(C)(=O)NC1=CC(=NC(=N1)C(C)(F)F)N1CC2(C=3C=NC(=CC31)NC(C)=O)CC2 N-(1'-(6-acetamido-2-(1,1-difluoroethyl)pyrimidin-4-yl)-1',2'-dihydrospiro[cyclopropane-1,3'-pyrrolo[3,2-c]pyridin]-6'-yl)acetamide